2-(4-(2,6-Dioxopiperidin-3-yl)phenoxy)acetic acid O=C1NC(CCC1C1=CC=C(OCC(=O)O)C=C1)=O